C1(CCCC1)N1C(N(C=2C=NC(=CC21)NC=2C=C(C#N)C=CC2)C)=O 3-((1-cyclopentyl-3-methyl-2-oxo-2,3-dihydro-1H-imidazo[4,5-c]pyridin-6-yl)amino)benzonitrile